N-(4-tert-butylbenzyl)-N'-(4-hydroxy-3-methoxybenzyl)thiourea C(C)(C)(C)C1=CC=C(CNC(=S)NCC2=CC(=C(C=C2)O)OC)C=C1